(2-((S)-2-cyanopyrrolidin-1-yl)-2-oxoethyl)(3-(heptylsulfanyl)adamantan-1-yl)carbamic acid tert-butyl ester C(C)(C)(C)OC(N(C12CC3(CC(CC(C1)C3)C2)SCCCCCCC)CC(=O)N2[C@@H](CCC2)C#N)=O